2-cyclopropyl-7-(4,6-dimethyl-5-morpholinyl-1H-benzo[d]imidazol-2-yl)-6-methoxy-1H-pyrrolo[3,2-c]pyridine-3-carbonitrile C1(CC1)C1=C(C=2C=NC(=C(C2N1)C1=NC2=C(N1)C=C(C(=C2C)N2CCOCC2)C)OC)C#N